ClC=1C=NN(C1C1=NN2C(N(CCC2)CC2=CC(=C(C=C2)C=2N(C=C(N2)C(F)(F)F)CC)F)=C1)C(COC)C 2-(4-chloro-1-(1-methoxypropan-2-yl)-1H-pyrazol-5-yl)-4-(4-(1-ethyl-4-(trifluoromethyl)-1H-imidazol-2-yl)-3-fluorobenzyl)-6,7-dihydropyrazolo[1,5-a]pyrimidin